ClC=1C=C(C=CC1)C(CNC(C(=O)OCC)=O)=O ethyl 2-((2-(3-chlorophenyl)-2-oxoethyl) amino)-2-oxoacetate